CC1(CC1)NS(=O)(=O)C=1C=C2C(N(C=3N(C2=CC1)[C@@H](CN3)C#CC=3C=NN(C3)C)CC=3C=NN(C3)C)=O (1R)-N-(1-methylcyclopropyl)-1-[2-(1-methylpyrazol-4-yl)ethynyl]-4-[(1-methylpyrazol-4-yl)methyl]-5-oxo-1H,2H-imidazo[1,2-a]quinazoline-7-sulfonamide